FC1=CC=C(C=C1)N1C(C(=CC=C1)C(=O)Cl)=O 1-(4-fluorophenyl)-2-oxo-1,2-dihydropyridine-3-carbonyl chloride